C[C@]12CC(C[C@](CC1)(N2)C)N(C2=CC=C(N=N2)C2=C(C=C(C(=C2)F)C2=CN=NC(=C2)OC)O)C 2-(6-(((1R,3S,5S)-1,5-dimethyl-8-azabicyclo[3.2.1]octan-3-yl)(methyl)amino)pyridazin-3-yl)-4-fluoro-5-(6-methoxypyridazin-4-yl)phenol